C(CCCCN(C([O-])=O)CC)N(C([O-])=O)CC pentandiyl-bis(ethyl carbamate)